F[C@@H]1[C@@H]2COC[C@H](CC1)N2 (1S,5S,6S,7R)-6-fluoro-3-oxa-9-azabicyclo[3.3.1]nonan